C1(=CC=CC=C1)C1CN(CC1)CCO 2-(3-phenylpyrrolidin-1-yl)ethan-1-ol